FC(OC1=CC=C(C=C1)C(NC(=O)C=1C(NC(=CC1)C(F)(F)F)=O)C1=CC=C(C=C1)OC(F)F)F N-(bis(4-(difluoromethoxy)phenyl)methyl)-2-oxo-6-(trifluoromethyl)-1,2-dihydropyridine-3-carboxamide